Cl.CC=1C=C(C=CC1)N1CCNCC1 1-(3-methylphenyl)piperazine hydrochloride